N[C@@H]1[C@@H](OCC12CCN(CC2)C=2C=CC(=NC2)SC=2C(=C1C(N(C=NC1=CC2)CCOC)=O)Cl)C 6-((5-((3S,4S)-4-amino-3-methyl-2-oxa-8-azaspiro[4.5]decan-8-yl)pyridin-2-yl)thio)-5-chloro-3-(2-methoxyethyl)quinazolin-4(3H)-one